4-((2-Methoxy-3-(1-methyl-1H-1,2,4-triazol-3-yl)phenyl)amino)-N-(methyl-d3)-2-((6-methylpyridazin-3-yl)amino)pyrimidine-5-carboxamide COC1=C(C=CC=C1C1=NN(C=N1)C)NC1=NC(=NC=C1C(=O)NC([2H])([2H])[2H])NC=1N=NC(=CC1)C